C(C)(=O)O.C(C)(=O)O.C(CN)N ethylenediamine diacetic acid